Methyl 2-(1H-pyrrol-1-yl)-3-(3-(4-(trifluoromethoxy)phenoxy)azetidin-1-yl)benzoate N1(C=CC=C1)C1=C(C(=O)OC)C=CC=C1N1CC(C1)OC1=CC=C(C=C1)OC(F)(F)F